ClC1=CC(=NC=C1)[C@@H]1[C@H](C1)C(=O)NC1=NC=NC(=C1)NCC=1N=C2N(C=C(C=C2N2CCN(CC2)C)C2CC2)C1 |r| rac-(1S*,2S*)-2-(4-chloropyridin-2-yl)-N-(6-(((6-cyclopropyl-8-(4-methyl-piperazin-1-yl)imidazo[1,2-a]pyridin-2-yl)methyl)amino)pyrimidin-4-yl)cyclopropane-1-carboxamide